chloromethyl-n-propylaluminum ClC[Al]CCC